[C@@H]12N(C[C@@H](NC1)CC2)C2=NC(=NC1=CC(=CC=C21)C2=CC(=CC1=CC=CC=C21)O)OC[C@H]2N(CCC2)C 4-(4-((1S,4S)-2,5-diazabicyclo[2.2.2]octan-2-yl)-2-(((S)-1-methylpyrrolidin-2-yl)methoxy)quinazolin-7-yl)naphthalen-2-ol